2-(methoxymethyl)-5-(trifluoromethyl)-2,3-dihydro-1H-pyrrolo[2,3-c]pyridine COCC1CC=2C(=CN=C(C2)C(F)(F)F)N1